1-((1-propenoylazetidin-3-yl)methyl)-7-chloro-6-(2,3-difluoro-6-hydroxyphenyl)-4-(2-isopropylphenyl)-1,4-dihydroquinoxaline-2,3-dione C(C=C)(=O)N1CC(C1)CN1C(C(N(C2=CC(=C(C=C12)Cl)C1=C(C(=CC=C1O)F)F)C1=C(C=CC=C1)C(C)C)=O)=O